FC=1C=CC(=NC1)C1=NN2C(CCC(C2)(C([2H])([2H])[2H])C([2H])([2H])[2H])=C1C1=C2C(=NC=C1)NN=C2 4-(2-(5-fluoropyridin-2-yl)-6,6-bis(methyl-d3)-4,5,6,7-tetrahydropyrazolo[1,5-a]pyridin-3-yl)-1H-pyrazolo[3,4-b]pyridine